N-(3-chloro-2-methylbenzyl)-2-(methoxymethyl)-6-({[2-(trifluoromethyl)phenyl]carbonyl}amino)-1H-benzimidazole-4-carboxamide ClC=1C(=C(CNC(=O)C2=CC(=CC=3NC(=NC32)COC)NC(=O)C3=C(C=CC=C3)C(F)(F)F)C=CC1)C